[Al].[V].[Mo] molybdenum vanadium-aluminum